BrC1=CC=C2C(C(NC2=C1)=O)(CC)CC 6-bromo-3,3-diethyl-indolin-2-one